C(C1=CC=CC=C1)N1C(=NC2=C1C=C(C=C2N)C=2C(=NOC2C)C)C 1-benzyl-6-(3,5-dimethylisoxazol-4-yl)-2-methyl-1H-benzo[d]imidazol-4-amine